ClC=1C=CC(=C(C1)C1=CC(=C(N=N1)OCC1CC(C1)(C)O)NC1=CC(=NC=C1)NC(=O)C1CC(C1)N1CCN(CC1)C)F N-(4-{[6-(5-chloro-2-fluorophenyl)-3-[(3-hydroxy-3-methylcyclobutyl)methoxy]pyridazin-4-yl]amino}pyridin-2-yl)-3-(4-methylpiperazin-1-yl)cyclobutane-1-carboxamide